C(C)(C)(C)OC(=O)N[C@H](C(C#N)NC1=C(C=C(C=C1)C1=CC=C(C=C1)CCCC)C(=O)OC)CC1=CNC2=CC=CC=C12 methyl 4-(((2S)-2-((tert-butoxycarbonyl)amino)-1-cyano-3-(1H-indol-3-yl)propyl)amino)-4'-butyl-[1,1'-biphenyl]-3-carboxylate